bis(5-fluoro-8-hydroxyquinoline) copper (II) [Cu+2].FC1=C2C=CC=NC2=C(C=C1)O.FC1=C2C=CC=NC2=C(C=C1)O